CN(C1C2CNCC12)C=1N=NC(=CC1)C1=CC=C(C=2N=CSC21)C=2C=NNC2 (exo)-N-methyl-N-[6-[4-(1H-pyrazol-4-yl)-1,3-benzothiazol-7-yl]pyridazin-3-yl]-3-azabicyclo[3.1.0]hexan-6-amine